C(#N)CC1CCC(CC1)N1C(=NC=2C1=C1C(=NC2)NC=C1)C(=O)N1CCC(CC1)C#N 1-(1-((1r,4r)-4-(cyanomethyl)cyclohexyl)-1,6-dihydroimidazo[4,5-d]pyrrolo[2,3-b]pyridine-2-carbonyl)piperidine-4-carbonitrile